C(C)C=1SC(=C(N1)C1=CC=CC=C1)OC1=CC(=NC=C1)NC1=CC=C(C=C1)NCCN1CCN(CC1)C(C)C N1-(4-((2-Ethyl-4-phenylthiazol-5-yl)oxy)pyridin-2-yl)-N4-(2-(4-isopropylpiperazin-1-yl)ethyl)benzene-1,4-diamine